tert-butyl 1-(2-(methylamino)-2-oxoethyl)-3-azabicyclo[3.2.1]octane-3-carboxylate CNC(CC12CN(CC(CC1)C2)C(=O)OC(C)(C)C)=O